ClC=1C=C(N)C=CC1OCC=1C=NC(=CC1)C1CCOCC1 3-chloro-4-((6-(tetrahydro-2H-pyran-4-yl)pyridin-3-yl)methoxy)aniline